6-picoline-3-ol N1=CC(=CC=C1C)O